BrC=1C=CC(=C(C1)C1=C(C=CC=C1)Cl)S(=O)(=O)N1CCC(CC1)(C(=O)N[C@H](C)\C=C\C(=O)N1CC(C1)(F)F)F (R,E)-1-((5-bromo-2'-chloro-[1,1'-biphenyl]-2-yl)sulfonyl)-N-(5-(3,3-difluoroazetidin-1-yl)-5-oxopent-3-en-2-yl)-4-fluoropiperidine-4-carboxamide